S1C(=CC=C1)/C=C/C1=NN(C=C1)C(=O)OC1CCN(CC1)C(=O)OC(C)(C)C tert-butyl (E)-4-((3-(2-(thiophen-2-yl)vinyl)-1H-pyrazole-1-carbonyl)oxy)piperidine-1-carboxylate